BrC1=C(C=NC(=C1)C)CC1(CCN(CC1)C(=O)OC(C)(C)C)C#N tert-butyl 4-[(4-bromo-6-methylpyridin-3-yl)methyl]-4-cyanopiperidine-1-carboxylate